N-(1-(1-(2-(4-(3-chloro-2-methylphenyl)piperazin-1-yl)-2-oxoethyl)-5-fluoro-4,5,6,7-tetrahydro-1H-indazol-3-carbonyl)piperidin-4-yl)acetamide ClC=1C(=C(C=CC1)N1CCN(CC1)C(CN1N=C(C=2CC(CCC12)F)C(=O)N1CCC(CC1)NC(C)=O)=O)C